C1(CC1)C1=CC=C(C=N1)C=1C=NC=2CCN(CC2C1)C=1C(=CC=2N(N1)C(C=C(N2)C)=O)C 7-(3-(6-cyclopropylpyridin-3-yl)-7,8-dihydro-1,6-naphthyridin-6(5H)-yl)-2,8-dimethyl-4H-pyrimido[1,2-b]pyridazin-4-one